tert-butyl (3S)-3-({2-methoxy-5-[3-(methylcarbamoyl)-1H-indazol-6-yl]pyridin-3-yl}formamido)butanoate COC1=NC=C(C=C1C(=O)N[C@H](CC(=O)OC(C)(C)C)C)C1=CC=C2C(=NNC2=C1)C(NC)=O